ClC1=CC=NC=2N1N=CC2F 7-chloro-3-fluoro-pyrazolo[1,5-a]pyrimidine